N-(2-formylthieno[3,2-c]pyridin-4-yl)benzamide C(=O)C1=CC=2C(=NC=CC2S1)NC(C1=CC=CC=C1)=O